2-(5-(4-(3-Chloro-2-fluoro-6-methoxyphenyl)-6-methylnicotinamido)-2-oxo-1,3,4-thiadiazol-3(2H)-yl)acetic acid ClC=1C(=C(C(=CC1)OC)C1=CC(=NC=C1C(=O)NC1=NN(C(S1)=O)CC(=O)O)C)F